2-chloro-5-cyano-N-(2-(4-methylpiperazin-1-yl)pyridin-4-yl)benzamide ClC1=C(C(=O)NC2=CC(=NC=C2)N2CCN(CC2)C)C=C(C=C1)C#N